Ethyl-2-[acetyl(2-chlorobenzyl)amino]-4,7-dihydro-5H-spiro[1-benzothiophene-6,2'-[1,3]dioxolane] C(C)C1OC2(OC1)CC1=C(C=C(S1)N(CC1=C(C=CC=C1)Cl)C(C)=O)CC2